1,2,3,4-benzenetetramine tetrahydrochloride Cl.Cl.Cl.Cl.C=1(C(=C(C(=CC1)N)N)N)N